(S,E)-4-(8-amino-3-(1-(4-(dimethylamino)but-2-enoyl)pyrrolidin-2-yl)imidazo[1,5-a]pyrazin-1-yl)-N-(4-methylpyridin-2-yl)benzamide NC=1C=2N(C=CN1)C(=NC2C2=CC=C(C(=O)NC1=NC=CC(=C1)C)C=C2)[C@H]2N(CCC2)C(\C=C\CN(C)C)=O